FC(S(=O)(=O)O)(F)F.OS(=O)(=O)C(F)(F)F triflate (trifluoro methanesulfonate)